COC(=O)C1=CNC2=NC=C(C=C21)Br 5-bromo-1H-pyrrolo[2,3-b]pyridine-3-carboxylic acid methyl ester